(E)-3-(4-bromophenyl)-1-(4-morpholinopiperidin-1-yl)prop-2-en-1-one BrC1=CC=C(C=C1)/C=C/C(=O)N1CCC(CC1)N1CCOCC1